4-ISOBUTYLBENZALDEHYDE C(C(C)C)C1=CC=C(C=O)C=C1